[2-[6-[6-(2-tert-butoxycarbonyl-2,6-diazaspiro[3.3]heptan-6-yl)-3-pyridyl]-4-fluoro-1-oxo-isoindolin-2-yl]-2-(6,7-dihydro-5H-pyrrolo[1,2-c]imidazol-1-yl)acetyl]oxylithium C(C)(C)(C)OC(=O)N1CC2(C1)CN(C2)C2=CC=C(C=N2)C2=CC(=C1CN(C(C1=C2)=O)C(C(=O)O[Li])C2=C1N(C=N2)CCC1)F